C(C)(C)(C)C1=CC=2NC3=CC=CC(=C3C2C=C1)C(C)(C)C 2,5-di-tert-butylcarbazole